4-hydrazino-6-(trifluoromethyl)pyrimidine N(N)C1=NC=NC(=C1)C(F)(F)F